2-(2-bromo-5-(trifluoromethyl)phenyl)propane-2-ol BrC1=C(C=C(C=C1)C(F)(F)F)C(C)(C)O